2-(3-((14-hydroxy-3,6,9,12-tetraoxatetradecyl)oxy)phenyl)-N-(5-methyl-4-(1-(2-methylbenzoyl)indolin-5-yl)thiazol-2-yl)acetamide OCCOCCOCCOCCOCCOC=1C=C(C=CC1)CC(=O)NC=1SC(=C(N1)C=1C=C2CCN(C2=CC1)C(C1=C(C=CC=C1)C)=O)C